1-(2-(3-(trifluoromethyl)benzyl)-2,8-diazaspiro[4.5]decane-8-carbonyl)-1H-pyrazole-3-carboxylic acid FC(C=1C=C(CN2CC3(CC2)CCN(CC3)C(=O)N3N=C(C=C3)C(=O)O)C=CC1)(F)F